BrC=1C=C(C=2N(C1)N=CC2C#N)C=2C=CC(=NC2)NC(OC(C)(C)C)=O tert-Butyl (5-(6-bromo-3-cyanopyrazolo[1,5-a]pyridin-4-yl)pyridin-2-yl)carbamate